O=C1OC(CN1C1=NC2=C(OCC(N2)=O)N=C1)CCC=O 3-[2-oxo-3-(3-oxo-4H-pyrazino[2,3-b][1,4]oxazin-6-yl)-1,3-oxazolidin-5-yl]propanal